ClCC(=O)NC=1C=C(C(=NC1)C)NC(=O)C=1C=NN2C1SC(=C2)C=2C=NN(C2)C N-(5-(2-chloroacetamido)-2-methylPyridin-3-yl)-2-(1-methyl-1H-pyrazol-4-yl)pyrazolo[5,1-b]Thiazole-7-carboxamide